BrC=1SC(=CC1C=C1C(N(C(N(C1=O)CC)=S)CC)=O)Br 5-((2,5-dibromothiophen-3-yl)methylene)-1,3-diethyl-2-thioxodihydropyrimidine-4,6(1H,5H)-Dione